C(CC(C)C)C(C(=O)O)CC.C(CCC)(=O)OCCC(C)C 3-methylbutyl butyrate (isoamyl butyrate)